COC(=O)N1C[C@@H](OCC1)CC1=C(N=C2N1C=CC(=C2)C)C2=C(C=C(C=C2F)N2N=CC(=C2)N)F (S)-2-((2-(4-(4-amino-1H-pyrazol-1-yl)-2,6-difluorophenyl)-7-methylimidazo[1,2-a]pyridin-3-yl)methyl)morpholine-4-carboxylic acid methyl ester